ethyl 5-(tetrahydrofuran-3-yl)isoxazole-3-carboxylate O1CC(CC1)C1=CC(=NO1)C(=O)OCC